3-bromo-6-(fluoromethyl)-2-(5-fluoropyridin-2-yl)-6-methyl-4,5,6,7-tetrahydropyrazolo[1,5-a]Pyridine BrC=1C(=NN2C1CCC(C2)(C)CF)C2=NC=C(C=C2)F